C(CCC)O[C@H]1[C@@H](O[C@@H]([C@H]1O)CO)N1C=NC=2C(=O)NC(N)=NC12 2'-O-butylguanosine